2-(((1S)-1-(5-(2,3-bis(4-chlorophenyl)cyclopropyl)-1,2,4-oxadiazol-3-yl)ethyl)carbamoyl)-4-methoxypyridin-3-yl propionate C(CC)(=O)OC=1C(=NC=CC1OC)C(N[C@@H](C)C1=NOC(=N1)C1C(C1C1=CC=C(C=C1)Cl)C1=CC=C(C=C1)Cl)=O